ClC=1C=C(C=CC1)C1(NC=C(C(=N1)NC1CCCCC1)C=1C=NN(C1)C)N 2-(3-chlorophenyl)-N4-cyclohexyl-5-(1-methyl-1H-pyrazol-4-yl)pyrimidine-2,4-diamine